1-(2-methyl-5-thiazolyl)-1-propanone CC=1SC(=CN1)C(CC)=O